CC1(C(N(OC1)CC1=CC=C(C=C1)C1=NOC(=N1)C(F)(F)F)=O)C 4,4-dimethyl-2-[[4-(5-(trifluoromethyl)-1,2,4-oxadiazol-3-yl)-phenyl]methyl]isoxazolidin-3-one